3-{(5,7-Dichlorobenzofuran-2-yl)methyl}benzo[d][1,2,3]triazin-4(3H)-one ClC=1C=C(C2=C(C=C(O2)CN2N=NC3=C(C2=O)C=CC=C3)C1)Cl